Heptylphosphine C(CCCCCC)P